5-[1-(4,5-Diamino-2-Pyridyl)-3-(Trifluoromethyl)Pyrazol-4-yl]-1-Methyl-Imidazole-2-Carboxamide NC1=CC(=NC=C1N)N1N=C(C(=C1)C1=CN=C(N1C)C(=O)N)C(F)(F)F